2-hydroxy-propionamide-1-13C OC([13C](=O)N)C